C(CS(=O)(=O)[O-])S(=O)(=O)OCC ethyl ethylenebissulfonate